1-azaspiro[4.4]nonan-7-ene-2,4-dione N1C(CC(C12CC=CC2)=O)=O